C(CCC)(=O)O cis-butyric acid